tert-butyl (R)-5-(6-(2-(3-fluorophenyl)pyrrolidin-1-yl)imidazo[1,2-b]pyridazin-3-yl)-3,6-dihydropyridine-1(2H)-carboxylate FC=1C=C(C=CC1)[C@@H]1N(CCC1)C=1C=CC=2N(N1)C(=CN2)C2=CCCN(C2)C(=O)OC(C)(C)C